N-(2-(4-[3-(4-chlorophenyl)prop-2-ynyloxy]-3-methoxyphenyl)ethyl)-2-ethylsulfonylamino-3-methylbutanamide ClC1=CC=C(C=C1)C#CCOC1=C(C=C(C=C1)CCNC(C(C(C)C)NS(=O)(=O)CC)=O)OC